C(C1=CC=CC=C1)NN BENZYL-HYDRAZINE